(6α)-6-{2-[2-(2-methoxyethoxy)ethoxy]ethoxy}-17-methylmorphinan-3-ol COCCOCCOCCO[C@@H]1C[C@]23C=4C=C(C=CC4C[C@H]([C@@H]2CC1)N(CC3)C)O